tert-butyl (E)-3-(6-(4,4,5,5-tetramethyl-1,3,2-dioxaborolan-2-yl)naphthalen-2-yl)acrylate CC1(OB(OC1(C)C)C=1C=C2C=CC(=CC2=CC1)/C=C/C(=O)OC(C)(C)C)C